(4-chloro-2-fluorophenoxy)-5-(2,6-dichlorophenyl)-6H-pyrimido[1,6-b]pyridazin-6-one ClC1=CC(=C(OC=2C=CC=3N(N2)C=NC(C3C3=C(C=CC=C3Cl)Cl)=O)C=C1)F